(S)-4-(4-(2-(4-chlorophenyl)-3-(isopropylamino)propionyl)piperazin-1-yl)-5-methyl-7,8-dihydro-pteridin-6(5H)-one ClC1=CC=C(C=C1)[C@H](C(=O)N1CCN(CC1)C1=NC=NC=2NCC(N(C12)C)=O)CNC(C)C